O1CCN(CC1)C(C[C@H](C(N[C@@H](CC)B1OC(C(O1)(C)C)(C)C)=O)NC(OC(C)(C)C)=O)=O tertbutyl ((R)-4-morpholino-1,4-dioxo-1-(((R)-1-(4,4,5,5-tetramethyl-1,3,2-dioxaborolan-2-yl)propyl)amino)butan-2-yl)carbamate